5,8,11,14,17,20,23,26,29-nonaoxo-4,7,10,13,16,19,22,25,28-nonaazahentriacontan-1-oic acid O=C(NCCC(=O)O)CNC(CNC(CNC(CNC(CNC(CNC(CNC(CNC(CC)=O)=O)=O)=O)=O)=O)=O)=O